N,N'-bis(1-Naphthyl)-N,N'-diphenyl[1,1'-biphenyl]-4,4'-diamin C1(=CC=CC2=CC=CC=C12)N(C1=CC=C(C=C1)C1=CC=C(C=C1)N(C1=CC=CC=C1)C1=CC=CC2=CC=CC=C12)C1=CC=CC=C1